C(CCC)(=O)OC1=C(C(=O)[O-])C=CC=C1OC 2-(butyryloxy)-3-methoxybenzoate